(3S)-N-[5-(2-chloro-4-hydroxyphenyl)-1H-indazol-3-yl]piperidine-3-carboxamide hydrochloride Cl.ClC1=C(C=CC(=C1)O)C=1C=C2C(=NNC2=CC1)NC(=O)[C@@H]1CNCCC1